(cyclopropylamino)-N-isobutylbenzo[d]thiazole C1(CC1)NC1SC2=C(N1CC(C)C)C=CC=C2